CC([C@](N)(C(=O)O)C)(C1=CC=C(C=C1)O)C trimethyl-tyrosine